ClC(F)F C1-chlorodifluoromethane